propylene glycol monoisooctyl ether C(CCCCC(C)C)OCC(C)O